(3R)-11-(5-chloro-2,4-difluorophenyl)-3-methoxy-8-((S)-2-methylpiperazin-1-yl)-10-(trifluoromethyl)-3,4-dihydro-2H,6H-[1,4]thiazepino[2,3,4-ij]quinazolin-6-one ClC=1C(=CC(=C(C1)C1=C(C=C2C(=NC(N3C2=C1SC[C@@H](C3)OC)=O)N3[C@H](CNCC3)C)C(F)(F)F)F)F